(N-methyl-N-(4-(4-oxo-3,4-dihydro-phthalazin-1-yl)benzyl)sulfamoyl)carbamic acid tert-butyl ester C(C)(C)(C)OC(NS(N(CC1=CC=C(C=C1)C1=NNC(C2=CC=CC=C12)=O)C)(=O)=O)=O